CC=1N=NC=C(C1[C@@H](C)OC=1C=C2C(=NNC2=CC1)C=1C=C2CCC3(CCN(CC3)CC)OC2=CC1)C (R)-6-(5-(1-(3,5-dimethyl-pyridazin-4-yl)ethoxy)-1H-indazol-3-yl)-1'-ethylspiro[chroman-2,4'-piperidine]